Ethyl-4-((1-methylcyclopropyl)amino)-2-((4-(4-methylpiperazin-1-yl)phenyl)amino)thieno[2,3-d]pyrimidine C(C)C1=CSC=2N=C(N=C(C21)NC2(CC2)C)NC2=CC=C(C=C2)N2CCN(CC2)C